tert-Butyl 8-bromo-2-cyano-2,3-dihydro-4H-benzo[b][1,4]oxazine-4-carboxylate BrC1=CC=CC2=C1OC(CN2C(=O)OC(C)(C)C)C#N